ethyl 3-(3-(tert-butylsulfanyl)-1-(4-chlorobenzyl)-5-isopropyl-1H-indol-2-yl)-2,2-dimethylpropionate C(C)(C)(C)SC1=C(N(C2=CC=C(C=C12)C(C)C)CC1=CC=C(C=C1)Cl)CC(C(=O)OCC)(C)C